(S)-(1-((6-chloro-3-(3-((cyclopentylsulfonyl)methyl)pyrrolidin-1-yl)-1H-pyrazolo[4,3-c]pyridin-1-yl)methyl)cyclopentyl)methanol ClC1=CC2=C(C=N1)C(=NN2CC2(CCCC2)CO)N2C[C@H](CC2)CS(=O)(=O)C2CCCC2